N(=[N+]=[N-])C=1N=C(C=2C(N1)=CN(N2)CC2=C(C=C(C=C2)C2CCNCC2)OC)NCCCC 5-azido-N-butyl-2-(2-methoxy-4-(piperidin-4-yl)benzyl)-2H-pyrazolo[4,3-d]pyrimidin-7-amine